CN1C=2C=CC(=NC2C(=CC1=O)N1C[C@H]2CN[C@@H]([C@H]2C1)C)C#N 5-methyl-8-((3ar,4r,6ar)-4-methylhexahydropyrrolo[3,4-c]pyrrol-2(1H)-yl)-6-oxo-5,6-dihydro-1,5-naphthyridine-2-carbonitrile